tert-butyl N-[4-(4-fluorophenyl)-2-[[4-[(4-fluorophenyl)sulfonimidoyl]benzoyl]amino]phenyl]carbamate FC1=CC=C(C=C1)C1=CC(=C(C=C1)NC(OC(C)(C)C)=O)NC(C1=CC=C(C=C1)S(=O)(=N)C1=CC=C(C=C1)F)=O